[Nb].[Pb] lead-niobium